BrC1=CC(=C(N)C(=C1)F)Cl 4-bromo-2-chloro-6-fluoro-aniline